CC=1C=CC=2N(C3=CC=C(C=C3C2C1)C)C1=C(C(=C(C(=C1N1C2=CC=C(C=C2C=2C=C(C=CC12)C)C)N1C2=CC=C(C=C2C=2C=C(C=CC12)C)C)N1C2=CC=C(C=C2C=2C=C(C=CC12)C)C)C1=CC(=NC(=C1)C1=CC=CC=C1)C1=CC=CC=C1)C=1OC2=C(N1)C=CC=C2 2-(2,3,4,5-tetrakis(3,6-dimethyl-9H-carbazol-9-yl)-6-(2,6-diphenylpyridin-4-yl)phenyl)benzo[d]oxazole